BrC1=CC=C(C=N1)CC#N 2-(6-bromo-3-pyridinyl)acetonitrile